OC=1C(=C(C(=O)OC=2C(=C(C(=O)O)C=CC2)O)C=CC1)O (dihydroxybenzoyl)oxy-hydroxybenzoic acid